ClC1=CC2=C(N(C(N=C2N2CC3(C2)CN(C3)C(=O)C3OC3)=O)C=3C(=NC=CC3C)C(C)C)N=C1C1=C(C=CC=C1)F 6-Chloro-7-(2-fluorophenyl)-1-(2-isopropyl-4-methylpyridin-3-yl)-4-(6-(oxirane-2-carbonyl)-2,6-diazaspiro[3.3]heptan-2-yl)pyrido[2,3-d]pyrimidin-2(1H)-one